CC1=C(C(=CC(=C1)C)C)S(=O)(=O)N1CCOCC1 4-(2,4,6-trimethylphenyl)sulfonylmorpholin